NC1=C(C=NC2=CC(=CC=C12)Br)NC(=O)C1CCN(CC1)C(=O)OC(C)(C)C tert-Butyl 4-((4-Amino-7-bromoquinolin-3-yl)carbamoyl)piperidine-1-carboxylate